2-chloro-N-(5-methyl-1H-pyrazol-3-yl)-7-(pyrrolidin-1-yl)quinazolin-4-amine ClC1=NC2=CC(=CC=C2C(=N1)NC1=NNC(=C1)C)N1CCCC1